4-(tert-butyl)-4'-chloro-1,1'-biphenyl C(C)(C)(C)C1=CC=C(C=C1)C1=CC=C(C=C1)Cl